2-dimethylamino-piperidine CN(C1NCCCC1)C